CN(C1C[C@@H]2N(C([C@H](CC1)NC([C@H](C)NC)=O)=O)[C@@H](CC2)C(=O)N[C@@H]2CCCC1=CC=CC=C21)C (3S,6S,10aR)-9-(dimethylamino)-6-((S)-2-(methylamino)propanamido)-5-oxo-N-((R)-1,2,3,4-tetrahydronaphthalen-1-yl)decahydropyrrolo[1,2-a]azocine-3-carboxamide